N'-(2-chloro-6-methylbenzoyl)-4-methyl-3-[2-(3-quinolyl)ethynyl]-benzohydrazide ClC1=C(C(=O)NNC(C2=CC(=C(C=C2)C)C#CC=2C=NC3=CC=CC=C3C2)=O)C(=CC=C1)C